P(=O)(OCN1C(C=CC(=C1C)N1CN(C2=C(C1=O)C=C(C=N2)C(F)(F)F)C2=C(C=C(C=C2)OC(F)(F)F)C)=O)(O)O (6-methyl-5-(1-(2-methyl-4-(trifluoromethoxy)phenyl)-4-oxo-6-(trifluoromethyl)-1,4-dihydropyrido[2,3-d]pyrimidin-3(2H)-yl)-2-oxopyridin-1(2H)-yl)methyl dihydrogen phosphate